tert-butyl 6-methoxy-7-nitro-1,2,3,4-tetrahydroisoquinoline-2-carboxylate COC=1C=C2CCN(CC2=CC1[N+](=O)[O-])C(=O)OC(C)(C)C